2-Heptyl-4-(3-fluoro-4-trifluoromethylbenzylamino)-7-methoxychroman hydrochloride Cl.C(CCCCCC)C1OC2=CC(=CC=C2C(C1)NCC1=CC(=C(C=C1)C(F)(F)F)F)OC